7-bromo-4,4-dimethylchromane BrC1=CC=C2C(CCOC2=C1)(C)C